2,3-bis(hexoxy)-1-propanol C(CCCCC)OC(CO)COCCCCCC